tert-Butoxycarbonyl-N-(2-(4-aminophenyl)ethyl)-N-(4-aminobenzyl)amine C(C)(C)(C)OC(=O)N(CC1=CC=C(C=C1)N)CCC1=CC=C(C=C1)N